C1OCC12CCCNC2 2-oxa-8-azaspiro[3.5]nonan